[Cl-].C(CCCCCC)[NH+]1C(CCC1)CC 1-Heptyl-2-ethylpyrrolidinium chlorid